N1CC(CC1)CCO 2-(pyrrolidin-3-yl)ethanol